C1(=CC=CC=C1)CCC(=O)CC(C)=O phenylpropionyl-acetone